(1R,2s,3S,5S,7S)-5-hydroxyadamantan OC12CC3CC(CC(C1)C3)C2